[2H]C=1C(=C(C(=C(C1)[C@H]1[C@H](O[C@]([C@H]1C)(C(F)(F)F)C)C(=O)OC)OC)F)F methyl (2S,3S,4S,5R)-3-(5-deuterio-3,4-difluoro-2-methoxy-phenyl)-4,5-dimethyl-5-(trifluoromethyl)tetrahydrofuran-2-carboxylate